(S)-5-(((4-(3-chloro-4-(3-((3-fluoro-4-(((2-hydroxyethyl)amino)methyl)pyridin-2-yl)amino)-2-methylphenyl)pyridin-2-yl)-2-(difluoromethoxy)benzyl)amino)methyl)pyrrolidin-2-one ClC=1C(=NC=CC1C1=C(C(=CC=C1)NC1=NC=CC(=C1F)CNCCO)C)C1=CC(=C(CNC[C@@H]2CCC(N2)=O)C=C1)OC(F)F